C1NCCC12CCN(CC2)C2=NC=C(C(=N2)C2=C(C#N)C=CC=C2)C=2C=NN(C2)CC(F)(F)F 2-(2,8-diazaspiro[4.5]decan-8-yl)-5-[1-(2,2,2-trifluoroethyl)pyrazol-4-yl]pyrimidin-4-ylbenzonitrile